2-bromo-4-(cyclopropylmethyl)-1-methoxybenzene BrC1=C(C=CC(=C1)CC1CC1)OC